1-(4-fluorostyryl)tetrahydro-1H-thiophen-1-ium triflate [O-]S(=O)(=O)C(F)(F)F.FC1=CC=C(C=C[S+]2CCCC2)C=C1